BrC=1C(=NNC1)C(=O)NC1=C(C2=C(C(OC(C2)(C)C)(C)C)S1)C(N)=O 4-bromo-N-(3-carbamoyl-5,5,7,7-tetramethyl-5,7-dihydro-4H-thieno[2,3-c]pyran-2-yl)-1H-pyrazole-3-carboxamide